C1(CCCC1)SC1=NC=CC=C1C1=CC(=C(C(=C1)F)C(CCCC(=O)O)C)F 5-[4-(2-cyclopentylsulfanyl-3-pyridyl)-2,6-difluoro-phenyl]hexanoic acid